BrC1=NN(C=C1)C(F)F 3-bromo-1-(difluoromethyl)pyrazole